(7S,8R)-8-hydroxy-7-((R)-5H-imidazo[5,1-a]isoindol-5-yl)-5,6,7,8-tetrahydronaphthalene-2-sulfonamide O[C@@H]1[C@@H](CCC=2C=CC(=CC12)S(=O)(=O)N)[C@H]1N2C(C3=CC=CC=C13)=CN=C2